O=C1NC(CCC1N1C(C2=CC=C(C=C2C1=O)N1CC(C1)=O)=O)=O 2-(2,6-Dioxopiperidin-3-yl)-5-(3-oxoazetidin-1-yl)isoindoline-1,3-dione